CC(C)(C(=N)N)N=NC(C)(C)C(=N)N.Cl 2,2-Azobis(2-amidinopropane) dihydrochloride